3-((difluoromethyl)sulfonyl)-2-methylbenzene FC(S(=O)(=O)C=1C(=CC=CC1)C)F